CC1=NN(C(=C1C1=NC=NC2=CC(=CC=C12)C=1C=NN(C1)C)C1=CC=CC=C1)C1OCCN1 4-[3-methyl-1-(oxazolidin-2-yl)-5-phenyl-1H-pyrazol-4-yl]-7-(1-methyl-1H-pyrazol-4-yl)quinazoline